CC(C(=O)NC1=C(C=C(C=C1)NCC=1C(=NOC1C1=CC=CC=C1)C)C)(C)C 2,2-Dimethyl-N-{2-methyl-4-[(3-methyl-5-phenylisoxazol-4-ylmethyl)-amino]-phenyl}-propionamide